C1(=CC=CC=C1)C1=CC(=CC(=C1)C1=NC(=NC(=N1)Cl)Cl)C1=CC=CC=C1 2-([1,1':3',1''-terphenyl]-5'-yl)-4,6-dichloro-1,3,5-triazine